FC1CC(C1)OC1CCC(CC1)N 4-(3-Fluorocyclobutoxy)cyclohexan-1-amine